BrC1=CC=C(C=C1)C(=C(C1=CC=C(C=C1)Br)C#N)C#N 4,4'-dibromodicyanostilbene